6-(4-(4-cyano-phenyl)-2-methyl-5-oxo-2,5-dihydro-1H-pyrazol-1-yl)pyridine-3-sulfonamide C(#N)C1=CC=C(C=C1)C1=CN(N(C1=O)C1=CC=C(C=N1)S(=O)(=O)N)C